OON1C(CCC1=O)=O N-hydroxyoxysuccinimide